C1(CC1)NC1=C(C(=O)O)C=CC(=C1)[C@@H]1N(CCN(C1)CCC(F)(F)F)CC1=C2C=CNC2=C(C=C1OC)C (S)-2-(Cyclopropylamino)-4-(1-((5-methoxy-7-methyl-1H-indol-4-yl)methyl)-4-(3,3,3-trifluoropropyl)piperazin-2-yl)benzoic acid